3-chloro-5-[2-(2-chlorophenyl)ethyl]-6-fluoro-4H-1,2,4-benzothiadiazine 1,1-dioxide ClC1=NS(C2=C(N1)C(=C(C=C2)F)CCC2=C(C=CC=C2)Cl)(=O)=O